FC=1C=C(C=CC1C)[C@]1(CN(CC1)C(NC1=C(C=CC(=C1)OC)C(=O)N1CC(C1)O)=S)C1=NC=NS1 (R)-3-(3-fluoro-4-methylphenyl)-N-(2-(3-hydroxyazetidine-1-carbonyl)-5-methoxyphenyl)-3-(1,2,4-thiadiazol-5-yl)pyrrolidine-1-carbothioamide